BrC1=NC=CC(=C1F)N1N=C(C=C1C(=O)[2H])C (2-bromo-3-fluoropyridin-4-yl)-3-methyl-1H-pyrazole-5-carbaldehyde-d